4-bromo-1H-indol-5-amine hydrochloride Cl.BrC1=C2C=CNC2=CC=C1N